C(C)(C)(C)OC(NC1(CC(C1)(F)F)C1=NN=NN1)=O tert-butyl[3,3-difluoro-1-(1H-tetrazol-5-yl)cyclobutyl]carbamate